BrC=1C=C2C(=CN=CC2=C(C1)F)I 6-bromo-8-fluoro-4-iodoisoquinoline